COC=1C=C(C=O)C=C(C1O)OC 3,5-di-methoxy-4-hydroxybenzaldehyde